ClC=1C=C(C=CC1F)[C@@H]1CN2[C@H](CO1)CN(CC2)C(=O)C2=C(C(=CC=C2F)OC)Cl [(3R,9aS)-3-(3-chloro-4-fluoro-phenyl)-3,4,6,7,9,9a-hexahydro-1H-pyrazino[2,1-c][1,4]oxazin-8-yl]-(2-chloro-6-fluoro-3-methoxyphenyl)methanone